N[C@@H]([C@H](O)C)C(=O)O THREONIN